(2S)-4-(2,3-dichloro-6-methoxyphenyl)-6-oxo-2,3-dihydropyridine-1,2-dicarboxylic acid 1,2-di-tert-butyl ester C(C)(C)(C)OC(=O)N1[C@@H](CC(=CC1=O)C1=C(C(=CC=C1OC)Cl)Cl)C(=O)OC(C)(C)C